CNC(OCC1C2=CC=CC=C2C=2C=CC=CC12)=O (9H-fluoren-9-yl)methyl (methyl)carbamate